C1(CC1)C=1N=NN(C1)[C@H](C(=O)N1[C@@H](C[C@H](C1)O)C(=O)NCC=1C(=NOC1CC)C)C(C)(C)C (2S,4R)-1-[(2S)-2-(4-cyclopropyltriazol-1-yl)-3,3-dimethyl-butanoyl]-N-[(5-ethyl-3-methyl-isoxazol-4-yl)methyl]-4-hydroxy-pyrrolidine-2-carboxamide